3-(chloromethyl)-N-[4-[4-[6-chloro-4-(trifluoromethyl)-2-pyridinyl]piperazin-1-yl]sulfonylphenyl]benzamide ClCC=1C=C(C(=O)NC2=CC=C(C=C2)S(=O)(=O)N2CCN(CC2)C2=NC(=CC(=C2)C(F)(F)F)Cl)C=CC1